(Z)-3-Fluoro-4-(2-methylpyridin-3-ylsulfonyl)but-2-en-1-amin F\C(=C/CN)\CS(=O)(=O)C=1C(=NC=CC1)C